6-cyclopropanecarboxamido-N-(4-(4-(tert-butoxycarbonyl)piperazin-1-yl)phenyl)-4-trifluoromethylquinolin-2-amine C1(CC1)C(=O)NC=1C=C2C(=CC(=NC2=CC1)NC1=CC=C(C=C1)N1CCN(CC1)C(=O)OC(C)(C)C)C(F)(F)F